ClC=1C=C(OCC(=O)NC)C=CC1C=1N(C2=NC=NC(=C2N1)OC1(CC1)C)CC1=NC=CC(=C1)Cl 2-(3-chloro-4-(9-((4-chloropyridin-2-yl)methyl)-6-(1-methylcyclopropoxy)-9H-purin-8-yl)phenoxy)-N-methylacetamide